N1CCC(CC1)CCCC(=O)OCC ethyl 4-(4-piperidyl)butanoate